(6-ethyl-5-{4-[(5-hydroxy-6-methyl-4-pyrimidinyl)carbonyl]-1-piperazinyl}-4-oxo-7H-1'-thia-1,3,3a,7,7'-pentaaza-2,5'-biindenyl-7-yl)acetamide C(C)C1=C(C(N2N=C(N=C2N1CC(=O)N)C=1C=C2C=CSC2=NC1)=O)N1CCN(CC1)C(=O)C1=NC=NC(=C1O)C